COC=1CN(C=CC1)C1=CC(=CC=C1)C1=NNN=C1C1=NC=CC=C1OC 3-methoxy-N-{3-[5-(3-methoxypyridin-2-yl)-2H-1,2,3-triazol-4-yl]phenyl}pyridine